(S)-2-(4-(tert-butoxycarbonyl)-2-(trifluoromethyl)piperazin-1-yl)acetic acid C(C)(C)(C)OC(=O)N1C[C@H](N(CC1)CC(=O)O)C(F)(F)F